N-(5-(cyclopropylethynyl)-1,3,4-thiadiazol-2-yl)-2-(2-(difluoromethyl)-5-methoxypyridin-4-yl)-4-(1-((methylsulfonyl)methyl)-1H-pyrazol-3-yl)benzamide C1(CC1)C#CC1=NN=C(S1)NC(C1=C(C=C(C=C1)C1=NN(C=C1)CS(=O)(=O)C)C1=CC(=NC=C1OC)C(F)F)=O